ClC1=C(C=C(OCC(=O)NC23CC(C2)(C3)C(=O)NCC3=C(C=CC=C3)OC(F)F)C=C1)F 3-[2-(4-chloro-3-fluorophenoxy)acetamido]-N-{[2-(difluoromethoxy)phenyl]methyl}bicyclo[1.1.1]pentane-1-carboxamide